OCC(C)(C)NC(=O)C=1C=2C[C@@H]3[C@H](C2N(N1)C1=NC=C(N=C1)C#N)C3 (1aR,5aR)-2-(5-Cyano-pyrazin-2-yl)-1a,2,5,5a-tetrahydro-1H-2,3-diaza-cyclopropa[a]pentalene-4-carboxylic acid (2-hydroxy-1,1-dimethyl-ethyl)-amide